C(CC(=O)C)(=O)OC(C)(C)C tert.butyl acetoacetate